8-(4-hydroxypiperidin-1-yl)-3,7-dimethyl-1-((5-methyl-1H-indol-2-yl)methyl)-1H-purine-2,6(3H,7H)-dione OC1CCN(CC1)C1=NC=2N(C(N(C(C2N1C)=O)CC=1NC2=CC=C(C=C2C1)C)=O)C